Cl.NCCCNC(C(=C)C)=O N-(3-Aminopropyl)-methacrylamid hydrochlorid